(5s,8s)-5-fluoro-N-(2-fluorobenzyl)-8-hydroxy-5,6,7,8-tetrahydroquinoline-5-carboxamide F[C@@]1(C=2C=CC=NC2[C@H](CC1)O)C(=O)NCC1=C(C=CC=C1)F